3-((4-(dimethylamino)piperidin-1-yl)sulfonyl)-4-fluoro-N-(6-(1-methyl-5-(trifluoromethyl)-1H-pyrazol-4-yl)isoquinolin-3-yl)benzamide CN(C1CCN(CC1)S(=O)(=O)C=1C=C(C(=O)NC=2N=CC3=CC=C(C=C3C2)C=2C=NN(C2C(F)(F)F)C)C=CC1F)C